FC1=C(C=CC=2C3=C(C(NC12)=O)OCCC3)CO 7-fluoro-8-(hydroxymethyl)-2,3-dihydro-1H-pyrano[2,3-c]quinolin-5(6H)-one